1-[(pyridin-4-yl)oxy]pentadeca-4,6,8,12-tetraene-3,10-diol N1=CC=C(C=C1)OCCC(C=CC=CC=CC(CC=CCC)O)O